C(C=C)(=O)OCCC[Si](OCCC)(OCCC)OCCC acryloxypropyl-tris(propoxy)silane